CN(CCC1=CN(C2=CC=CC=C12)C(=O)OC(C)C)C isopropyl 3-[2-(dimethyl-amino)ethyl]indole-1-carboxylate